FC1=CC2=C(N(C(=N2)C)COCC[Si](C)(C)C)C(=C1OC1=CC=C2N=CC(=NC2=C1)C=1C=NN(C1)CCO)F 2-(4-(7-((5,7-difluoro-2-methyl-1-((2-(trimethylsilyl)ethoxy)methyl)-1H-benzo[d]imidazol-6-yl)oxy)quinoxalin-2-yl)-1H-pyrazol-1-yl)ethanol